N[C@H](C(=O)OC)CC1=C2C=CC=NC2=C(C=C1F)Br Methyl (S)-2-amino-3-(8-bromo-6-fluoroquinolin-5-yl)propanoate